C[C@H]([C@@H](C(=O)[O-])N)O The molecule is an L-alpha-amino acid anion that is the conjugate base of L-threonine, arising from deprotonation of the carboxy group. It has a role as an Escherichia coli metabolite, a Saccharomyces cerevisiae metabolite and a plant metabolite. It is a threoninate and a L-alpha-amino acid anion. It is a conjugate base of a L-threonine. It is an enantiomer of a D-threoninate.